4-butoxy-6-(morpholine-4-carbonyl)quinoline-2-carbaldehyde C(CCC)OC1=CC(=NC2=CC=C(C=C12)C(=O)N1CCOCC1)C=O